FC1=CC=C(C=C1)N1N=CC2=CC(=C(C=C12)C)C1(CCN(CC1)S(=O)(=O)C=1C=NN(C1)CCC)COC 1-(4-fluorophenyl)-5-(4-(methoxymethyl)-1-((1-propyl-1H-pyrazol-4-yl)sulfonyl)piperidin-4-yl)-6-methyl-1H-indazole